[1-(2-Chlorophenyl)-5-(1-methyl-1H-indazol-6-yl)-1H-pyrazol-3-yl]methanol ClC1=C(C=CC=C1)N1N=C(C=C1C1=CC=C2C=NN(C2=C1)C)CO